CC1=NNC(=C1C1=NN2C(=NC=3C=CC=CC3C2=N1)N[C@H]1C(NCCCC1)=O)C (3R)-3-{[2-(3,5-dimethyl-1H-pyrazol-4-yl)[1,2,4]triazolo[1,5-c]quinazolin-5-yl]amino}azepan-2-one